[Si](OC1=CC=CC=C1)(OC)(OC)OO[SiH3] phenyl dimethyl siloxy silicate